copper (phosphate) P(=O)([O-])([O-])[O-].[Cu+2].P(=O)([O-])([O-])[O-].[Cu+2].[Cu+2]